CN[C@H](CNC(OC(C)(C)C)=O)C tert-Butyl (S)-(2-(methylamino)propyl)carbamate